2'-chloro-4-hydroxy-6-methyl-5'-(trifluoromethyl)-2H-[1,4'-bipyridin]-2-one ClC1=NC=C(C(=C1)N1C(C=C(C=C1C)O)=O)C(F)(F)F